3-(2,6-bis(benzyloxy)pyridin-3-yl)-1-methyl-1H-indazole-7-carbaldehyde C(C1=CC=CC=C1)OC1=NC(=CC=C1C1=NN(C2=C(C=CC=C12)C=O)C)OCC1=CC=CC=C1